ClC1=CC2=C(C=3C(NC(C3C(=C2)NS(=O)(=O)C2=CC=C(C=C2)C)(O)C2=C(C=CC(=C2)F)Cl)=O)C=C1 N-[7-chloro-3-(2-chloro-5-fluorophenyl)-3-hydroxy-1-oxo-2,3-dihydro-1H-benzo[e]isoindol-4-yl]-4-methylbenzenesulfonamide